4-chloro-2-(1-ethyl-3-methyl-1H-pyrazol-5-yl)-8-methoxy-9H-pyrimido[4,5-b]Indole-6-carbonitrile ClC1=NC(=NC=2NC3=C(C=C(C=C3C21)C#N)OC)C2=CC(=NN2CC)C